4-(1-benzylpiperidin-4-yl)-1,6-dimethyl-1,4-dihydropyrido[2,3-b]pyrazine-2,3-dione C(C1=CC=CC=C1)N1CCC(CC1)N1C2=C(N(C(C1=O)=O)C)C=CC(=N2)C